(S)-8-methyl-7-(3-(2-phenylmorpholino)-7,8-dihydro-1,6-naphthyridin-6(5H)-yl)-4H-pyrimido[1,2-b]pyridazin-4-one CC1=CC=2N(N=C1N1CC=3C=C(C=NC3CC1)N1C[C@@H](OCC1)C1=CC=CC=C1)C(C=CN2)=O